N=1C=NN2C1C=CC(=C2)C2CCN(CC2)S(=O)(=O)C=2C=NN(C2)C 4-((4-([1,2,4]triazolo[1,5-a]pyridin-6-yl)piperidin-1-yl)sulfonyl)-1-methyl-1H-pyrazol